C1(CC1)C1=NN2C(=NNC(C2=C1)=O)C(C)C 2-cyclopropyl-7-isopropylpyrazolo[1,5-d][1,2,4]triazin-4(5H)-one